PC1OC2=CC=CC=C2C=2C=CC=CC12 9,10-dihydro-9-oxa-10-phosphinophenanthrene